(R)-5-bromo-2-(3,4-dimethylpiperazin-1-yl)anilineacetic acid (5-methoxy-3,3,8-trimethyl-3,4-dihydro-1H-quinoxalin-2-ylidene)-hydrazide COC1=C2NC(C(NC2=C(C=C1)C)=NNC(CNC1=C(C=CC(=C1)Br)N1C[C@H](N(CC1)C)C)=O)(C)C